C(C1=CC=CC=C1)O[C@H]1C(O[C@@H]([C@H]([C@@H]1OCC1=CC=CC=C1)OCC1=CC=CC=C1)COCC1=CC=CC=C1)O (3R,4S,5R,6R)-3,4,5-tribenzyloxy-6-(benzyloxymethyl)tetrahydropyran-2-ol